C(C)(=O)OC1=CC=C(C=C1)/C=C/C=N[C@@H](CCCN\C(\N)=N\[H])C(=O)O (E)-N2-{(2E)-3-[4-(acetyloxy)phenyl]prop-2-en-1-ylidene}-L-arginine